tert-butyl (2-(2-(2-(3-((2S,3S,4R,5R,6R)-3-acetamido-4,5-bis(benzyloxy)-6-((benzyloxy)methyl)tetrahydro-2H-pyran-2-yl)-1H-pyrazol-1-yl)ethoxy)ethoxy)ethyl)carbamate C(C)(=O)N[C@H]1[C@H](O[C@@H]([C@@H]([C@@H]1OCC1=CC=CC=C1)OCC1=CC=CC=C1)COCC1=CC=CC=C1)C1=NN(C=C1)CCOCCOCCNC(OC(C)(C)C)=O